cyclopent-1-en-1-yl benzoate C(C1=CC=CC=C1)(=O)OC1=CCCC1